(E)-3-(4-Chlorophenyl)-1-[4-(oxan-2-yloxy)phenyl]prop-2-en-1-one ClC1=CC=C(C=C1)/C=C/C(=O)C1=CC=C(C=C1)OC1OCCCC1